N-t-butoxycarbonyl-4-acetyloxypiperidine C(C)(C)(C)OC(=O)N1CCC(CC1)OC(C)=O